C(C)(C)(C)OC(NCC1=CC=C(C=C1)S(NC=1C=CC(=C2C(=CNC12)C#N)CC)(=O)=O)=O ({4-[(3-cyano-4-ethyl-1H-indol-7-yl)sulfamoyl]phenyl}methyl)carbamic acid tert-butyl ester